(R)-N-((S)-1'-(5-amino-1,3,4-thiadiazol-2-yl)-1,3-dihydrospiro[indene-2,4'-piperidine]-1-yl)-2-methylpropan-2-sulfinamide NC1=NN=C(S1)N1CCC2(CC1)[C@@H](C1=CC=CC=C1C2)N[S@](=O)C(C)(C)C